FC=1C(=NC=CC1)CNC(=O)C1=CN=C(S1)N1CCC(CC1)N1C[C@@H](CCC1)C N-[(3-Fluoropyridin-2-yl)methyl]-2-[(3R)-3-methyl-[1,4'-bipiperidine]-1'-yl]-1,3-thiazole-5-carboxamide